phenyl-phenylpropyl-silane C1(=CC=CC=C1)[SiH2]CCCC1=CC=CC=C1